FC1=NC(=CC=C1C1=C(C=NN1C1COC1)C(=O)OCC)NC(C)C Ethyl 5-[2-fluoro-6-(propan-2-ylamino) pyridin-3-yl]-1-(oxetan-3-yl)pyrazole-4-carboxylate